tert-butyl ((1r,3r)-3-(4-(2-(4-((2-acetylpyrimidin-5-yl)oxy)phenyl)propan-2-yl)benzeneOxy)cyclobutyl)carbamate C(C)(=O)C1=NC=C(C=N1)OC1=CC=C(C=C1)C(C)(C)C1=CC=C(C=C1)OC1CC(C1)NC(OC(C)(C)C)=O